(3R,4S)-3-ethyl-3-fluoro-1-[4-({8-[(2R,3S)-3-(methanesulfonyl-methyl)-2-methylazetidin-1-yl]-5-(propan-2-yl)isoquinolin-3-yl}amino)pyrimidin-2-yl]piperidin-4-ol C(C)[C@]1(CN(CC[C@@H]1O)C1=NC=CC(=N1)NC=1N=CC2=C(C=CC(=C2C1)C(C)C)N1[C@@H]([C@H](C1)CS(=O)(=O)C)C)F